4-((2-((1-(4,4-difluoro-2-methyltetrahydrofuran-2-yl)but-2-yn-1-yl)amino)-3,4-dioxocyclobut-1-en-1-yl)amino)-3-hydroxy-N,N-dimethylpicolinamide FC1(CC(OC1)(C)C(C#CC)NC1=C(C(C1=O)=O)NC1=C(C(=NC=C1)C(=O)N(C)C)O)F